N2-(tert-butyl)-N4-(2-(1,1-difluoroethyl)pyridin-4-yl)-6-(4-(trifluoromethyl)pyrimidin-2-yl)-1,3,5-triazine-2,4-diamine C(C)(C)(C)NC1=NC(=NC(=N1)NC1=CC(=NC=C1)C(C)(F)F)C1=NC=CC(=N1)C(F)(F)F